4-((3-((2-ethylheptyl)oxy)-3-oxopropyl)thio)-1H-pyrazolo[3,4-b]pyridine-1-carboxylic acid tert-butyl ester C(C)(C)(C)OC(=O)N1N=CC=2C1=NC=CC2SCCC(=O)OCC(CCCCC)CC